[4-[2-(3,5-dibromo-1,2,4-triazol-1-yl)ethyl]]Morpholine BrC1=NN(C(=N1)Br)CCN1CCOCC1